C(C)OC=1C=C(\C=C\2/COC\C(\C2=O)=C/C2=CC(=C(C=C2)OC)OCC)C=CC1OC 3,5-bis((E)-3-ethoxy-4-methoxybenzylidene)tetrahydro-4H-pyran-4-one